C(C)(=O)OC(C)CCC secpentyl acetate